N[C@@H]1C(N(CCCC1)CC1=CC=CC=C1)=O (3S)-3-amino-1-benzyl-azepan-2-one